CC1=C(C(=CC=C1)C)N(C(C(=O)OC)C)C(COC)=O methyl 2-[(2,6-dimethylphenyl)(methoxyacetyl)amino]propanoate